Br.FC(C1=CC=C(C=C1)N=C1SC=C(N1)C1=C(C=C(C=C1)F)F)(F)F 2-(4-trifluoromethylphenyl-imino)-4-(2,4-difluorophenyl)thiazole hydrobromide